N-[(2E)-3-{imino[4-(morpholin-4-yl)phenyl]oxo-λ6-sulfanyl}prop-2-en-1-yl]-2-oxo-1,2,5,6,7,8-hexahydroquinoline-3-carboxamide N=S(/C=C/CNC(=O)C=1C(NC=2CCCCC2C1)=O)(=O)C1=CC=C(C=C1)N1CCOCC1